C(CCCCCCCCC)OC1=C(C(=CC=C1)O)C(C=CC1=CC=C(C=C1)O)=O 1-(2-Decoxy-6-hydroxyphenyl)-3-(4-hydroxyphenyl)prop-2-en-1-one